2,3,6-Trichlorophenylacetic acid, sodium salt [Na+].ClC1=C(C(=CC=C1Cl)Cl)CC(=O)[O-]